2-(trifluoromethyl)nicotinoyl chloride FC(C1=C(C(=O)Cl)C=CC=N1)(F)F